(piperidine-4-yloxy)-[1,1'-biphenyl]-4-carboxamide N1CCC(CC1)OC1=C(C=CC(=C1)C(=O)N)C1=CC=CC=C1